(6Z)-12-bromododecan-6-ene BrCCCCC\C=C/CCCCC